1-(3-bromo-2-cyanophenyl)-3,3-dimethyl-2-oxoindolin BrC=1C(=C(C=CC1)N1C(C(C2=CC=CC=C12)(C)C)=O)C#N